OC=1C=C(C=C)C=CC1 m-hydroxystyrene